BrC1C(N(C[C@H](C1=O)C)C(=O)OC(C)(C)C)=O tert-butyl (5R)-3-bromo-5-methyl-2,4-dioxo-piperidine-1-carboxylate